2'-[6-amino-5-(trifluoromethyl)pyridin-3-yl]-N-[(pyridazin-3-yl)methyl]-5',6'-dihydrospiro[pyrrolidine-3,4'-pyrrolo[1,2-b]pyrazole]-1-carboxamide NC1=C(C=C(C=N1)C=1C=C2N(N1)CCC21CN(CC1)C(=O)NCC=1N=NC=CC1)C(F)(F)F